4-(1-chloroethyl)-1-(pyridin-4-yl)-1H-indole ClC(C)C1=C2C=CN(C2=CC=C1)C1=CC=NC=C1